O1C(NC2=C1C=CC(=C2)C2(NC(=NC=C2C)NC=2C=NC(=CC2)N2CCN(CC2)C(=O)OC(C)(C)C)N)=O 4-(benzo[d]oxazol-2(3H)-one-5-yl)-N2-(6-(4-tert-butyloxycarbonylpiperazin-1-yl)pyridin-3-yl)-5-methylpyrimidine-2,4-diamine